5,9-dimethyldec-1,8-dien-3-one CC(CC(C=C)=O)CCC=C(C)C